6-chloro-N-methoxy-4-(2-Methoxy-3-(1-methyl-1H-pyrazol-3-yl)phenyl)nicotinamide ClC1=NC=C(C(=O)NOC)C(=C1)C1=C(C(=CC=C1)C1=NN(C=C1)C)OC